ClC1=NC=CC(=C1)CC(F)(F)F (4R,5S)-2-chloro-4-(2,2,2-trifluoroethyl)pyridine